3-fluoro-4-(3-fluorophenethyl)aniline FC=1C=C(N)C=CC1CCC1=CC(=CC=C1)F